N-(3-chloro-5-(ethylsulfanyl)phenyl)-4-(3-fluoro-5-methoxypyridin-2-yl)-5-methylthiophene-2-carboxamide ClC=1C=C(C=C(C1)SCC)NC(=O)C=1SC(=C(C1)C1=NC=C(C=C1F)OC)C